5-(2,2-difluorobenzo[d][1,3]dioxol-5-yl)isoindoline FC1(OC2=C(O1)C=CC(=C2)C=2C=C1CNCC1=CC2)F